C1(=CC=CC=C1)PC1=CC=CC=C1.C1(=CC=CC=C1)PC1=CC=CC=C1.C1(=CC=CC=C1)PC1=CC=CC=C1.C1(=CC=CC=C1)PC1=CC=CC=C1.[Ti] titanium tetrakisdiphenylphosphine